ClC=1N=C(SC1C1=C(C=NN1C)C)N1CCN(CC1)C(=O)N1N=CC[C@H]1C1=CC(=CC(=C1)F)F (S)-(4-(4-chloro-5-(1,4-dimethyl-1H-pyrazol-5-yl)thiazol-2-yl)piperazin-1-yl)(5-(3,5-difluorophenyl)-4,5-dihydro-1H-pyrazol-1-yl)methanone